C12CN(CC2C1)C1=NC2=C(C=C(C=C2C(N1C)=O)C)C(C)NC=1C(=NC(=CC1)F)C(=O)O 3-((1-(2-(3-Azabicyclo[3.1.0]hexan-3-yl)-3,6-dimethyl-4-oxo-3,4-dihydroquinazolin-8-yl)ethyl)amino)-6-fluoropicolinic acid